C1(=CC=CC=C1)ON O-phenylhydroxylamine